FC1=CC2=C(C=C[C@H]3N(C2=O)C[C@@H](CC3)C3=NC(=NO3)C=3NC=C(C3)C)C=N1 |r| (±)-cis-3-fluoro-8-(3-(4-methyl-1H-pyrrol-2-yl)-1,2,4-oxadiazol-5-yl)-8,9,10,10a-tetrahydrodipyrido[1,2-a:3',4'-e]azepin-5(7H)-one